pentaerythritol bis(3-mercaptobutyrate) SC(CC(=O)OCC(COC(CC(C)S)=O)(CO)CO)C